CC(C(=O)O)(C)C1=CC(=CC=C1)CCN[C@@H]([C@H]1CNC2=CC=CN=C2C1)C1=CC=CC=C1 2-methyl-2-(3-(2-(((S)-phenyl((R)-1,2,3,4-tetrahydro-1,5-naphthyridin-3-yl)methyl)amino)ethyl)phenyl)propanoic acid